N-hydroxybutanamide ONC(CCC)=O